3-(2-chloro-4-fluoro-phenoxy)-N-(3-pyridyl)-6-(trifluoromethyl)pyridazine-4-carboxamide ClC1=C(OC=2N=NC(=CC2C(=O)NC=2C=NC=CC2)C(F)(F)F)C=CC(=C1)F